OC1=C(C(=O)O)C(=C(C=C1)C)C 2-hydroxy-5,6-dimethyl-benzoic acid